C(C)OC(/C=C\1/C=2C=CSC2CC1)=O Ethyl-(E)-{2-thiabicyclo[3.3.0]octa-1(5),3-dien-6-ylidene}acetate